CC12CC(N(C2C1)C(CNC1(COC1)C1=CC=C(C=C1)OC1=CC=CC=C1)=O)C(=O)N 5-methyl-2-(2-{[3-(4-phenoxyphenyl)oxetan-3-yl]amino}acetyl)-2-azabicyclo[3.1.0]hexane-3-carboxamide